(R)-1-(4-(9-benzyl-6-(1-methylcyclopropoxy)-9H-purin-8-yl)-3-chlorophenyl)-N,N-dimethylpyrrolidin-3-amine C(C1=CC=CC=C1)N1C2=NC=NC(=C2N=C1C1=C(C=C(C=C1)N1C[C@@H](CC1)N(C)C)Cl)OC1(CC1)C